BrC=1C(=C(C(=C(C(=O)N)C1)NC1=C(C=C(C=C1)C1CC1)F)F)F 5-Bromo-2-(4-cyclopropyl-2-fluoroanilino)-3,4-difluorobenzamide